COC1=C(C=CC=C1OC)C=1NC2=CC=C(C=C2C1CC)C1CCNCC1 2-(2,3-dimethoxyphenyl)-3-ethyl-5-(piperidin-4-yl)-1H-indole